3-(2-hydroxyethyl)-5-(2-hydroxypropan-2-yl)-N,N-bis(4-methoxybenzyl)benzenesulfonamide OCCC=1C=C(C=C(C1)C(C)(C)O)S(=O)(=O)N(CC1=CC=C(C=C1)OC)CC1=CC=C(C=C1)OC